N-(2-chloroethyl)-4-(1-((2-((4,4-dimethylpiperidine-1-yl)methyl)-1H-indole-6-yl)methyl)-1H-1,2,3-triazol-4-yl)-1-(tetrahydro-2H-pyran-2-yl)-1H-indazole-6-amine ClCCNC1=CC(=C2C=NN(C2=C1)C1OCCCC1)C=1N=NN(C1)CC1=CC=C2C=C(NC2=C1)CN1CCC(CC1)(C)C